(3-chloro-4-(4-(2-cyclobutoxypyridin-4-yl)thiophen-2-yl)phenyl)(4-hydroxypiperidin-1-yl)methanone ClC=1C=C(C=CC1C=1SC=C(C1)C1=CC(=NC=C1)OC1CCC1)C(=O)N1CCC(CC1)O